FC=1C=CC2=C(CC3(CC=4N2C(=NN4)[C@@H]4CC[C@H](CC4)OC4=NC=CC=C4)OCCO3)C1 8'-Fluoro-1'-[trans-4-(pyridin-2-yloxy)cyclohexyl]-4'H,6'H-spiro[1,3-dioxolan-2,5'-[1,2,4]triazolo[4,3-a][1]benzazepin]